4-(trifluoromethoxy)phenylacetonitrile FC(OC1=CC=C(C=C1)CC#N)(F)F